CC(CCCC(=O)C(C(C)O)O)CCCC(CCCC(CCCC(C)C)C)C (5,9,13,17-tetramethyloctadecanoyl)propylene glycol